sec-pentyltris(t-butoxy)tin C(C)(CCC)[Sn](OC(C)(C)C)(OC(C)(C)C)OC(C)(C)C